OC(=O)C(F)(F)F.C(N)(=O)C1=CN(C2=CC=C(C=C12)C=1C=NC=CC1)CC(=O)O 2-(3-Carbamoyl-5-(pyridin-3-yl)-1H-indol-1-yl)acetic acid TFA salt